C(#N)C=1C=C2C(=NC1)N(N=C2)C2=NC=C(C(=O)NCC(COCCN(C(OC(C)(C)C)=O)CCOCCN1C(C3=CC=CC=C3C1=O)=O)F)C(=C2)NC2CC2 Tert-butyl (2-(3-(6-(5-cyano-1H-pyrazolo[3,4-b]pyridin-1-yl)-4-(cyclopropylamino)nicotinamido)-2-fluoropropoxy)ethyl)(2-(2-(1,3-dioxoisoindolin-2-yl)ethoxy)ethyl)carbamate